FC1=C(C(=CC(=C1)C#CC1=CC=CC=C1)F)C1=NC=2N(C1C(C)O)C1(C(N2)=O)CC1 [2,6-difluoro-4-(2-phenylethynyl)phenyl]-3'-(1-hydroxyethyl)spiro[cyclopropane-1,5'-imidazo[1,2-a]imidazol]-6'-one